(1-Ethyl-5-oxopyrrolidin-2-yl)-1-methylquinoxalin-2(1H)-one C(C)N1C(CCC1=O)C=1C(N(C2=CC=CC=C2N1)C)=O